benzyl (2-(2-((3-(2-(2,6-dioxopiperidin-3-yl)-1,3-dioxoisoindolin-4-yl)prop-2-yn-1-yl)oxy)ethoxy)ethyl)carbamate O=C1NC(CCC1N1C(C2=CC=CC(=C2C1=O)C#CCOCCOCCNC(OCC1=CC=CC=C1)=O)=O)=O